CC([Si@@H](C)[Hf](C1=C(C=CC1=C)[Si](C)(C)C)C1=C(C=CC1=C)[Si](C)(C)C)C |r| dimethyl-rac-dimethylsilyl-bis(trimethylsilyl-methylenecyclopentadienyl)hafnium